N-cyclopentyl-2-(4,4-difluoropiperidin-1-yl)-6-methoxy-7-(3-(pyrrolidin-1-yl)prop-1-yn-1-yl)quinazolin-4-amine C1(CCCC1)NC1=NC(=NC2=CC(=C(C=C12)OC)C#CCN1CCCC1)N1CCC(CC1)(F)F